O=C1CN(CC1)C(=O)C1=CC=C2C(=CNC2=C1)C1=NC(=NC=C1C(F)(F)F)N[C@@H]1CN(CCC1)C(=O)OC(C)(C)C tert-butyl (3S)-3-[[4-[6-(3-oxopyrrolidine-1-carbonyl)-1H-indol-3-yl]-5-(trifluoromethyl)pyrimidin-2-yl]amino]piperidine-1-carboxylate